NC[C@H](C)NC(C1=C(C=C(C=C1)NC=1C=2N(C=CN1)C(=CN2)C2=C(C(=C(C=C2)OC(F)F)F)F)CC)=O N-[(1S)-2-Amino-1-methyl-ethyl]-4-[[3-[4-(difluoromethoxy)-2,3-difluoro-phenyl]imidazo[1,2-a]pyrazin-8-yl]amino]-2-ethyl-benzamide